3-(5-tert-butyl-2-pyridinyl)azetidine-1-carboxylic acid tert-butyl ester C(C)(C)(C)OC(=O)N1CC(C1)C1=NC=C(C=C1)C(C)(C)C